C(C)OC1=NC=NC(=C1C1=NC(C=2C(=N1)N=NC2)CC2=CC=C(C=C2)C=2N(CC(N2)C(F)(F)F)CC)OCC 6-(4,6-diethoxypyrimidin-5-yl)4-(4-(1-ethyl-4-(trifluoromethyl)4H-imidazol-2-yl)benzyl)4H-pyrazolo[3,4-d]pyrimidine